2-(3,4-Dimethoxyphenyl)-1-ethyl-5-(1'-isobutyl-[1,4'-bipiperidin]-4-yl)-1H-benzo[d]imidazol COC=1C=C(C=CC1OC)C1=NC2=C(N1CC)C=CC(=C2)C2CCN(CC2)C2CCN(CC2)CC(C)C